(R)-N-((4-ethyl-6-methyl-2-oxo-1,2-dihydropyridin-3-yl)methyl)-7-((1-(2-hydroxypropionyl)piperidin-4-yl)oxy)-6-methylpyrazolo[1,5-a]pyrimidine-5-carboxamide C(C)C1=C(C(NC(=C1)C)=O)CNC(=O)C1=NC=2N(C(=C1C)OC1CCN(CC1)C([C@@H](C)O)=O)N=CC2